2,3,6-trimethylbenzene CC1=CC(=CC=C1C)C